N,N-bis(4-benzofuran-2-yl-phenyl)-N-{4-(2-phenyl-benzoxazol-6-yl)-phenyl}-amine O1C(=CC2=C1C=CC=C2)C2=CC=C(C=C2)N(C2=CC=C(C=C2)C2=CC1=C(N=C(O1)C1=CC=CC=C1)C=C2)C2=CC=C(C=C2)C=2OC1=C(C2)C=CC=C1